3,6-dichloro-1-(3-((5-methyl-4-nitro-1-(epoxyhexan-4-yl)-1H-pyrazol-3-yl)oxy)propyl)-1H-pyrazolo[3,4-d]pyrimidine ClC1=NN(C2=NC(=NC=C21)Cl)CCCOC2=NN(C(=C2[N+](=O)[O-])C)C(CCC)C2CO2